3-(3-((dimethylamino)methyl)-4-hydroxy-1-(4-methoxyphenylethyl)piperidin-4-yl)benzamide CN(C)CC1CN(CCC1(O)C=1C=C(C(=O)N)C=CC1)CCC1=CC=C(C=C1)OC